carboxymethyl-3-hydroxybutanoic acid succinimidyl ester C1(CCC(N1OC(C(C(C)O)CC(=O)O)=O)=O)=O